1-(4-(difluoromethoxy)phenyl)-2-oxo-7-(trifluoromethyl)-1,2-dihydroquinoline-3-carboxylate FC(OC1=CC=C(C=C1)N1C(C(=CC2=CC=C(C=C12)C(F)(F)F)C(=O)[O-])=O)F